(4-bromo-3,5-difluorophenyl)isoxazole BrC1=C(C=C(C=C1F)C1=NOC=C1)F